(4-bromophenyl)azetidin-3-amine BrC1=CC=C(C=C1)N1CC(C1)N